(S)-N-(4-(1-(2-(1-cyanocyclohexyl)acetyl)-3-methyl-1,2,3,6-tetrahydropyridin-4-yl)-1H-pyrrolo[2,3-b]pyridin-6-yl)cyclopropylcarboxamide C(#N)C1(CCCCC1)CC(=O)N1C[C@H](C(=CC1)C1=C2C(=NC(=C1)NC(=O)C1CC1)NC=C2)C